NC(C[C@H](C(=O)N[C@@H](CN(C(OCN1C(NC(C(=C1)F)=O)=O)=O)C)C)NC(CCCCCCC)=O)=O (5-fluoro-2,4-dioxo-3,4-dihydropyrimidin-1(2H)-yl)methyl ((R)-2-((R)-4-amino-2-octanamido-4-oxobutanamido)propyl)(methyl)carbamate